3,3-bis(4-methoxyphenyl)-11-phenyl-13-(2-hydroxycarbonylethyl)carboxy-13-methyl-3H,13H-indeno[2',3':3,4]-naphtho[1,2-b]pyran COC1=CC=C(C=C1)C1(C=C(C2=C(O1)C=1C=CC=CC1C1=C2C(C2=CC(=CC=C21)C2=CC=CC=C2)(C)CCC(=O)O)C(=O)O)C2=CC=C(C=C2)OC